O1S(CC=N1)(=O)=O 3H-1,2,5-oxathiazole-2,2-dioxide